O[C@H]1CN(C[C@@H]1O)C1=CC=C(C=N1)C=1C=C(C=2N(C1)N=CC2C#N)SC2=NC=CC=C2F 6-(6-((3S,4S)-3,4-dihydroxypyrrolidin-1-yl)pyridin-3-yl)-4-((3-fluoropyridin-2-yl)thio)pyrazolo[1,5-a]pyridine-3-carbonitrile